CC1(OB(OC1(C)C)C1=CC2=C(NN=N2)C=C1)C 5-(4,4,5,5-tetramethyl-1,3,2-dioxaborolan-2-yl)-1H-benzo[d][1,2,3]triazole